1,7-Dimethylsilylheptane C[SiH2]CCCCCCC[SiH2]C